C(C)N1C=[N+](C=C1)C 1-Ethyl-3-Methylimidazolium